CC1(OC2=CC=C3C(=C2CC1)OCC(C3)C3=C(C=C(C=C3)OCC)O)C 2-(8,8-dimethyl-2,3,4,8,9,10-hexahydropyrano[2,3-f]chromen-3-yl)-5-ethoxyphenol